OCCC(=O)[O-] β-hydroxypropionate